C(C)(C)(C)C=1C=C(C=CC1)C1=C(C(=CC=C1)C1=C(C(=C(C(=C1[2H])[2H])[2H])[2H])[2H])NC=1C(=CC=CC1)N N1-(3-(tert-butyl)-[1,1':3',1''-terphenyl]-2'-yl-2'',3'',4'',5'',6''-d5)benzene-1,2-diamine